C1CCC(C1)N 4-cyclopentylamine